C(CCC)NC(CCCCCCCCCCCCCC(=O)NCCC(=O)O)=O 3-(15-(butylamino)-15-oxopentadecanamido)propanoic acid